5-fluoro-7-(methoxymethoxy)-4-[1-(oxolan-2-yl)pyrazol-4-yl]-1H-indazole FC=1C(=C2C=NNC2=C(C1)OCOC)C=1C=NN(C1)C1OCCC1